NC=1C=C(OCCC[Si](OC)(OC)OC)C=CC1 3-(m-AMINOPHENOXY)propyltrimethoxysilane